N1(CC=CC(=C1)C(=O)O)C=1C=NC=CC1 [1,3'-bipyridine]-5-carboxylic acid